dimethoxy(methyl)fluorosilane 3-fluoropropyl-2-vinyl-but-3-enoate FCCCOC(C(C=C)C=C)=O.CO[Si](F)(C)OC